8-(1-hydroxyethyl)-2-methoxy-3-((4-methoxybenzyl)oxy)-6H-benzo[c]benzopyran-6-one OC(C)C=1C=CC2=C(C(OC3=C2C=C(C(=C3)OCC3=CC=C(C=C3)OC)OC)=O)C1